NC1=C(C=C2C(=N1)C(C=1C(=CC=CC1O2)Cl)=O)OC2=CC=C(C=C2)N2CCN(CC2)C(=O)OC(C)(C)C tert-butyl 4-(4-((2-amino-9-chloro-10-oxo-10H-chromeno[3,2-b]pyridin-3-yl)oxy)phenyl)piperazine-1-carboxylate